OC(CNC=1SC2=C(N1)C=CC(=C2)NC2=NC1=CC=C(C=C1C(=N2)NCCCO)C)(C)C 3-((2-((2-((2-hydroxy-2-methylpropyl)amino)benzo[d]thiazol-6-yl)amino)-6-methylquinazolin-4-yl)amino)propan-1-ol